(2R)-2-[[4-(4-fluoro-2,6-dimethyl-phenyl)-7-quinolyl]oxy]-1-[(2S)-2-methyl-1-piperidyl]propan-1-one FC1=CC(=C(C(=C1)C)C1=CC=NC2=CC(=CC=C12)O[C@@H](C(=O)N1[C@H](CCCC1)C)C)C